[N+](=[N-])=CC(CC[C@@H](C(=O)OC(C([2H])([2H])[2H])C([2H])([2H])[2H])NC([C@H](C)O)=O)=O propan-2-yl-1,1,1,3,3,3-d6 (S)-6-diazo-2-((S)-2-hydroxypropanamido)-5-oxohexanoate